3-amino-1-(furan-2-ylmethyl)urea NNC(NCC=1OC=CC1)=O